6-(2-methylbenzo[d]thiazol-6-yl)-2,3-diphenyl-5-(pyridin-2-ylamino)pyrazolo[1,5-a]pyrimidine CC=1SC2=C(N1)C=CC(=C2)C=2C(=NC=1N(C2)N=C(C1C1=CC=CC=C1)C1=CC=CC=C1)NC1=NC=CC=C1